CN(C)CC1=C2C3(CN(C(C2=CC(=C1)CN1C(=NC=C1)NC)=O)CC1=NC=C(C(=C1)OCC)F)CC3 5'-((dimethylamino)methyl)-2'-((4-ethoxy-5-fluoropyridine-2-yl)methyl)-7'-((2-(methylamino)-1H-imidazol-1-yl)methyl)-2',3'-dihydro-1'H-spiro[cyclopropan-1,4'-isoquinoline]-1'-one